5-(1,2-dithiolan-3-yl)-1-[4-(isoquinolin-5-ylsulfonyl)piperazin-1-yl]pentan-1-one hydrochloride Cl.S1SC(CC1)CCCCC(=O)N1CCN(CC1)S(=O)(=O)C1=C2C=CN=CC2=CC=C1